2-(7-acetyl-5-fluoro-2-methyl-2,3-dihydrobenzofuran-2-yl)acetonitrile C(C)(=O)C1=CC(=CC=2CC(OC21)(C)CC#N)F